O[C@@H]1[C@H](N(N(CC1)C(=O)OC(C)(C)C)C(=O)[O-])C(=O)OCC tert-butyl 3-ethyl (3S,4S)-4-hydroxytetrahydropyridazine-1,2,3-tricarboxylate